ClC1=CC=C(OC2=C(C=C(CNCCCNC(=O)[C@@H]3[C@H]([C@H]([C@@H](C3)N3C=CC4=C3N=CN=C4NC)O)O)C=C2)F)C=C1 (1S,2R,3S,4R)-N-(3-((4-(4-chlorophenoxy)-3-fluorobenzyl)amino)propyl)-2,3-dihydroxy-4-(4-(methylamino)-7H-pyrrolo[2,3-d]pyrimidin-7-yl)cyclopentane-1-carboxamide